Ethylmethyl (R)-2-((7-(but-2-yn-1-yl)-8-(3-((tert-butoxycarbonyl) amino) piperidin-1-yl)-3-methyl-2,6-dioxo-2,3,6,7-tetrahydro-1H-purin-1-yl) methyl)-5-chlorobenzoate C(C#CC)N1C(=NC=2N(C(N(C(C12)=O)CC1=C(C(=O)OCCC)C=C(C=C1)Cl)=O)C)N1C[C@@H](CCC1)NC(=O)OC(C)(C)C